[4-[2-[3-[4-[3-[2-[4-[(9Z,12Z)-octadeca-9,12-dienoyl]oxyphenyl]acetyl]oxypropyl]piperazin-1-yl]propoxy]-2-oxoethyl]phenyl] (9Z,12Z)-octadeca-9,12-dienoate C(CCCCCCC\C=C/C\C=C/CCCCC)(=O)OC1=CC=C(C=C1)CC(=O)OCCCN1CCN(CC1)CCCOC(CC1=CC=C(C=C1)OC(CCCCCCC\C=C/C\C=C/CCCCC)=O)=O